O=C1C(=C2C(=NN1)[C@@H](CC2)NC([C@@H](C)NC2CCN(CC2)C2=NC=C(C=N2)C(F)(F)F)=O)C(F)(F)F (R)-N-((R)-3-oxo-4-(trifluoromethyl)-3,5,6,7-tetrahydro-2H-cyclopenta[c]pyridazin-7-yl)-2-((1-(5-(trifluoromethyl)pyrimidin-2-yl)piperidin-4-yl)amino)propanamide